C(C1=CC=CC=C1)NC1=CC(=C2CN(C(C2=C1)=O)CC(C(=O)N)=C)C=1C=C2C(=NNC2=CC1)C 2-{[6-(benzylamino)-4-(3-methyl-1H-indazol-5-yl)-1-oxo-2,3-dihydro-1H-isoindol-2-yl]methyl}prop-2-enamide